FC(CCC(C(=O)O)CC=C)F 2-(3,3-difluoropropyl)pent-4-enoic acid